BrC=1C=CC(=NC1)O[C@@H]1C[C@@H]2CN([C@H]1CC2)C(=O)C2=C(C=CC(=C2)F)C2=NC=CC=N2 ((1S,4R,6R)-6-((5-bromopyridin-2-yl)oxy)-2-azabicyclo[2.2.2]oct-2-yl)(5-fluoro-2-(pyrimidin-2-yl)phenyl)methanone